tert-butyl 3-(2,3-diamino-5-fluoropyridin-4-yl)-3,8-diazabicyclo[3.2.1]octane-8-carboxylate NC1=NC=C(C(=C1N)N1CC2CCC(C1)N2C(=O)OC(C)(C)C)F